(S)-2-amino-3-(1H-indol-3-yl)-N-phenylpropionamide N[C@H](C(=O)NC1=CC=CC=C1)CC1=CNC2=CC=CC=C12